ClC(C1=NC(=NO1)C1=CC=C(CNC=2C(C(C2NCC2=NN(C=N2)C)=O)=O)C=C1)(F)F 3-((4-(5-(chlorodifluoromethyl)-1,2,4-oxadiazol-3-yl)benzyl)amino)-4-(((1-methyl-1H-1,2,4-triazol-3-yl)methyl)amino)cyclobut-3-ene-1,2-dione